FC=1C(=CC(=NC1)NNC(C)=O)I N'-(5-fluoro-4-iodo-2-pyridyl)acetohydrazide